Cl.NCCC1=CC=C(C=C1)O 4-(2-aminoethyl)phenol hydrochloride